FC1(CCC2=C1N=C(N=C2C2=CC=C(C=C2)C2(COC2)N)N2[C@H](CC2)C)F (S)-3-(4-(7,7-difluoro-2-(2-methylazetidin-1-yl)-6,7-dihydro-5H-cyclopenta[d]pyrimidin-4-yl)phenyl)oxetan-3-amine